[Na+].[Na+].P(=O)([O-])([O-])OC[C@@H]1[C@H]([C@H]([C@@H](O1)N1C(=O)NC(=O)C=C1)O)O Uridine 5'-Monophosphate Disodium Salt